N-((2-methylquinolin-6-yl)methyl)acetamide CC1=NC2=CC=C(C=C2C=C1)CNC(C)=O